C=C1CCN(C1)[S@](=O)C(C)(C)C 4-methylene-1-[(R)-2-methylpropan-2-sulfinyl]Pyrrolidine